C1(CC1)C=1SC(=C(N1)C)S(=O)(=O)NC1=C(C=CC=C1)N1CCC(CC1)CN1C[C@H](O[C@H](C1)C)C 2-cyclopropyl-N-[2-(4-{[(2R,6S)-2,6-dimethylmorpholin-4-yl]methyl}piperidin-1-yl)phenyl]-4-methyl-1,3-thiazole-5-sulfonamide